N-methyl-1-(1-(4-(2,3,9-trimethyl-6-(oxazol-2-ylmethyl)-6H-thieno[3,2-f][1,2,4]triazolo[4,3-a][1,4]diazepin-4-yl)phenyl)piperidin-3-yl)methanamine CNCC1CN(CCC1)C1=CC=C(C=C1)C1=NC(C=2N(C3=C1C(=C(S3)C)C)C(=NN2)C)CC=2OC=CN2